ICCCC(CC(CC(CC(CC(CC(CCCC(OCCCCC)OC(CCCC(CC(CC(CC(CC(CC(CCCI)C)C)C)C)C)C)OCCCCC)C)C)C)C)C)C 17-iodo-4,6,8,10,12,14-hexamethylheptadecylpentoxymethyl ether